C[Si](CCOC(C1=C(C(=CC(=C1)C#N)C)N)=O)(C)C 2-(trimethylsilyl)ethyl-2-amino-5-cyano-3-methylbenzoate